(2-Chlorotrityl) (R)-4-(((1S,2S)-2-((S)-3-((S)-2-amino-3-methoxy-N-methylpropanamido)-4-(4-chlorophenyl)butanamido)cyclohexyl)(methyl)amino)-3-benzyl-4-oxobutanoate N[C@H](C(=O)N(C)[C@H](CC(=O)N[C@@H]1[C@H](CCCC1)N(C([C@@H](CC(=O)OC(C1=C(C=CC=C1)Cl)(C1=CC=CC=C1)C1=CC=CC=C1)CC1=CC=CC=C1)=O)C)CC1=CC=C(C=C1)Cl)COC